C1(=CC=CC=C1)NC1=CC=CC=C1 N-phenyl-benzeneamine